2-(4-{[(3R)-piperidin-3-yl]amino}phthalazin-1-yl)-5-(trifluoromethyl)phenol N1C[C@@H](CCC1)NC1=NN=C(C2=CC=CC=C12)C1=C(C=C(C=C1)C(F)(F)F)O